(2E)-1-(2,4,4-Trimethylcyclohex-2-en-1-yl)but-2-en CC=1C(CCC(C1)(C)C)C\C=C\C